pyridine-6(2H)-carboxylate N1CC=CC=C1C(=O)[O-]